C1(CCCCC1)CCCB1OC(C(O1)(C)C)(C)C 2-(3-cyclohexylpropyl)-4,4,5,5-tetramethyl-1,3,2-dioxaborolane